C(C)(=O)OCC1CCC(CC1)N1N=C2C(=C(C(=CC2=C1)Br)OC)C ((1R,4R)-4-(5-Bromo-6-methoxy-7-methyl-2H-indazol-2-yl)cyclohexyl)methyl acetate